4-(4-(3,5-Difluorophenyl)-6-(1H-pyrazol-1-yl)-1,3,5-triazin-2-yl)morpholine FC=1C=C(C=C(C1)F)C1=NC(=NC(=N1)N1N=CC=C1)N1CCOCC1